ClC1=C(C(=CC=C1)Cl)NC1=C(C=CC=C1)CC(=O)[O-].[Na+] Sodium 2-[(2,6-dichlorophenyl) amino]-phenylacetate